C(C)N1C=C(C(C2=CC(=C(C(=C12)F)N1CCC2(CCOCC2)CC1)F)=O)C(=O)O 1-ethyl-6-fluoro-8-fluoro-1,4-dihydro-7-(3-oxa-9-azaspiro[5.5]undec-9-yl)-4-oxo-3-quinolinecarboxylic acid